3-bromo-1-(2-hydroxyethyl)-5-(trifluoromethyl)-pyridin-2-one BrC=1C(N(C=C(C1)C(F)(F)F)CCO)=O